tert-Butylperoxypivalat C(C)(C)(C)CC(C(=O)O[O-])(C)C